2-{7-[(3S,4S)-3-fluoro-2,2,6,6-tetramethylpiperidin-4-yl]-7H-pyrrolo[2,3-c]pyridazin-3-yl}-5-(4-methyl-1H-1,2,3-triazol-1-yl)phenol F[C@@H]1C(NC(C[C@@H]1N1C=CC2=C1N=NC(=C2)C2=C(C=C(C=C2)N2N=NC(=C2)C)O)(C)C)(C)C